NC1=NC=NC=2N(C3=CC=C(C=C3C21)C(F)(F)F)CC(=O)N2[C@@H](C[C@@](C2)(C)F)C(=O)NC2=NC(=CC=C2)Br (2S,4R)-1-(2-(4-amino-6-(trifluoromethyl)-9H-pyrimido[4,5-b]indol-9-yl)acetyl)-N-(6-bromopyridin-2-yl)-4-fluoro-4-methylpyrrolidine-2-carboxamide